N'-propyl-pseudouridine C(CC)N1C(NC=C([C@H]2[C@H](O)[C@H](O)[C@@H](CO)O2)C1=O)=O